N-(6-(4-methylpiperazin-1-yl)pyridin-3-yl)-3-(4-((1-methylpiperidin-4-yl)amino)quinazolin-6-yl)-1H-pyrrolo[2,3-b]pyridine-5-carboxamide CN1CCN(CC1)C1=CC=C(C=N1)NC(=O)C=1C=C2C(=NC1)NC=C2C=2C=C1C(=NC=NC1=CC2)NC2CCN(CC2)C